N-(5-bromo-2,4-difluoro-phenyl)thioacetamide BrC=1C(=CC(=C(C1)NC(C)=S)F)F